1-ethyl-7-fluoro-4,4,9-trimethyl-5H-[1,2,4]triazolo[4,3-a]quinoxaline C(C)C1=NN=C2N1C1=C(C=C(C=C1NC2(C)C)F)C